O=C1NC(CCC1N1C(C2=CC=CC(=C2C1)OCC=1C=NN(C1)CCC(=O)NC1=CC2=CC(=C(C(=C2C=C1)F)N1S(NC(C1)=O)(=O)=O)O)=O)=O 3-[4-[[2-(2,6-dioxo-3-piperidyl)-1-oxo-isoindolin-4-yl]oxymethyl]pyrazol-1-yl]-N-[5-fluoro-7-hydroxy-6-(1,1,4-trioxo-1,2,5-thiadiazolidin-2-yl)-2-naphthyl]propanamide